5-amino-N-{2-[3-amino-4-(2-methoxypropoxy)pyrrolidin-1-yl]-4-fluoro-5,6,7,8-tetrahydroquinolin-6-yl}-2,4-dimethylthieno[2,3-d]pyrimidine-6-carboxamide NC1=C(SC=2N=C(N=C(C21)C)C)C(=O)NC2CC=1C(=CC(=NC1CC2)N2CC(C(C2)OCC(C)OC)N)F